2-[11-ethyl-9-(3-hydroxypropyl)-1,9-diazatricyclo[6.3.1.04,12]dodeca-2,4(12),5,7-tetraen-2-yl]-7-fluoro-3-prop-2-ynyl-benzimidazole-5-carboxylic acid C(C)C1CN(C2=CC=CC=3C=C(N1C32)C=3N(C2=C(N3)C(=CC(=C2)C(=O)O)F)CC#C)CCCO